1-(5-(2,4-difluorophenyl)-1-((3-fluorophenyl)sulfonyl)-4-methoxy-1H-pyrrol-3-yl)-N-methyl-methylamine hydrochloride Cl.FC1=C(C=CC(=C1)F)C1=C(C(=CN1S(=O)(=O)C1=CC(=CC=C1)F)CNC)OC